5-fluoro-N-(oxetan-3-yl)-6-(4,4,5,5-tetramethyl-1,3,2-dioxaborolan-2-yl)quinazolin-2-amine FC1=C2C=NC(=NC2=CC=C1B1OC(C(O1)(C)C)(C)C)NC1COC1